C(C)S(=O)(=O)C1=CC=C(C=C1)[C@H](CNC(OC)=O)NC(OC(C)(C)C)=O (R)-1-tert-butyl 2-methyl (1-(4-(ethylsulfonyl)phenyl)ethane-1,2-diyl)dicarbamate